C(=O)(O)CCCCCN1C=CC2=CC(=CC=C12)OCC1=C(C=CC=C1Cl)Cl 1-(5-carboxypentyl)-5-[(2,6-dichlorobenzyl)oxy]-1h-indole